Di-(4-tert-butylcyclohexyl)-peroxydicarbonate C(C)(C)(C)C1CCC(CC1)OC(=O)OOC(=O)OC1CCC(CC1)C(C)(C)C